5-(8-chloroisoquinolin-3-yl)picolinic acid methyl ester COC(C1=NC=C(C=C1)C=1N=CC2=C(C=CC=C2C1)Cl)=O